1-(4-(4-Amino-8-fluoro-6,7-dimethoxyquinazolin-2-yl)-3,6-dihydropyridin-1(2H)-yl)-2-((2S,3aS,7aS)-octahydro-1H-indol-2-yl)ethan-1-one TFA Salt OC(=O)C(F)(F)F.NC1=NC(=NC2=C(C(=C(C=C12)OC)OC)F)C=1CCN(CC1)C(C[C@H]1N[C@H]2CCCC[C@H]2C1)=O